tert-butyl 4-(7-(prop-2-yn-1-ylamino)-1H-indol-3-yl)piperidine-1-carboxylate C(C#C)NC=1C=CC=C2C(=CNC12)C1CCN(CC1)C(=O)OC(C)(C)C